C(C)(C)(C)OC(=O)N1CC2=CC=C(C=C2CC1)C(N(C)C)=O 6-(dimethylcarbamoyl)-3,4-dihydroisoquinoline-2(1H)-carboxylic acid tert-butyl ester